(E)-3-(4-bromo-3-methoxy-phenyl)prop-2-enoic acid BrC1=C(C=C(C=C1)/C=C/C(=O)O)OC